C(C)(C)(C)OC(=O)NC1=C(C=C(C=C1)C=1C=C2C(=NC1)NC=C2/C=C/C(=O)O)C(N(C)C)=O (E)-3-(5-(4-((tert-butoxycarbonyl)amino)-3-(dimethylcarbamoyl)phenyl)-1H-pyrrolo[2,3-b]pyridin-3-yl)acrylic acid